CN([C@@H](C)C(=O)O)C1=C(C=CC=C1)F methyl-(2-fluorophenyl)alanine